Cl.N[C@@H](C)CC1=CC=CC=C1 (S)-Amphetamine Hydrochloride